(3S,6S,7R)-N-(2,4-difluorobenzyl)-12-hydroxy-6-methoxy-3-methyl-1,11-dioxo-1,6,7,11-tetrahydro-3H-2,7-methanopyrido[1,2-a][1,4]diazonine-10-carboxamide FC1=C(CNC(=O)C=2C(C(=C3N([C@H]4[C@H](C=C[C@@H](N(C3=O)C4)C)OC)C2)O)=O)C=CC(=C1)F